N-ethyl-ethanolamine methyl-2-(((2-amino-5-methoxyphenyl)thio)methyl)-5,5-difluorohexanoate CC(C(=O)OCCNCC)(CCC(C)(F)F)CSC1=C(C=CC(=C1)OC)N